FC(C(F)F)(F)OCC(C(F)F)(F)F (1,1,2,2-tetrafluoroethyl)(2,2,3,3-tetrafluoro-n-propyl) ether